(R)-9-oxo-8-(2-(2-phenoxyphenyl)thiazol-5-yl)octahydro-2H-pyrazino[1,2-a]pyrazine-2-carbonitrile O=C1N(CCN2[C@@H]1CN(CC2)C#N)C2=CN=C(S2)C2=C(C=CC=C2)OC2=CC=CC=C2